furylpropyl-triethoxysilane hexafluorophosphate F[P-](F)(F)(F)(F)F.O1C(=CC=C1)CCC[Si](OCC)(OCC)OCC